C(CCCC)C1(OCC(O1)COC(=O)NCC(CS(=O)(=O)[O-])O)CCCCC.[Na+] Sodium 3-((((2,2-dipentyl-1,3-dioxolan-4-yl)methoxy)carbonyl)amino)-2-hydroxypropane-1-sulfonate